S(=O)(=O)([O-])[O-].[Mg+2] magnesium(2+) sulfate